1-(2-propyl)cyclopropyl-propanol CC(C)C1(CC1)C(CC)O